6-methoxy-2-methylpyridin-3-ylbenzamide COC1=CC=C(C(=N1)C)C1=C(C(=O)N)C=CC=C1